C(C)OC=1C=C(C=CC1)N1[C@@H]2CNC[C@H](C1)CC2(C)C (1R,5S)-6-(3-ethoxyphenyl)-9,9-dimethyl-3,6-diazabicyclo[3.2.2]nonane